4-[(2R)-3-(3,4-dihydro-1H-isoquinolin-2-yl)-2-hydroxy-propyl]-2,2-dimethyl-8-[(1-methyl-4-piperidyl)oxy]-3H-1,4-benzoxazepine-5-one C1N(CCC2=CC=CC=C12)C[C@H](CN1CC(OC2=C(C1=O)C=CC(=C2)OC2CCN(CC2)C)(C)C)O